BrC1=CC(=C(OC2=NC=C(C(=C2)S(=O)(=O)NC2(CC2)C(=O)OC)OC)C(=C1)Cl)Cl methyl 1-[[2-(4-bromo-2,6-dichloro-phenoxy)-5-methoxy-4-pyridyl]sulfonylamino]cyclopropanecarboxylate